(S)-2-phenylpropane-1,2-diol C1(=CC=CC=C1)[C@](CO)(C)O